tert-butyl (2S,3R)-3-hydroxy-4-(N-isobutyl-4-nitrobenzenesulfonamido)-1-phenylbutane-2-carbamate O[C@@H]([C@H](CC1=CC=CC=C1)NC(=O)OC(C)(C)C)CN(S(=O)(=O)C1=CC=C(C=C1)[N+](=O)[O-])CC(C)C